rac-N-((4R,5R)-7-ethyl-4-(4-fluorophenyl)-6-oxo-1-phenyl-3-(vinylsulfonamidomethyl)-4,5,6,7-tetrahydro-1H-pyrazolo[3,4-b]pyridine-5-yl)-3-(trifluoromethyl)benzamide C(C)N1C2=C([C@H]([C@H](C1=O)NC(C1=CC(=CC=C1)C(F)(F)F)=O)C1=CC=C(C=C1)F)C(=NN2C2=CC=CC=C2)CNS(=O)(=O)C=C |r|